CC1CC(C(CC1)C)=O 3,6-dimethylcyclohexanone